5-[4-[(R)-amino(4,5-dichloro-2-hydroxyphenyl)methyl]piperidin-1-carbonyl]piperidin-2-one N[C@H](C1CCN(CC1)C(=O)C1CCC(NC1)=O)C1=C(C=C(C(=C1)Cl)Cl)O